5-hydroxy-2-(4-fluorophenyl)-5-(trifluoromethyl)-4,5-dihydrofuran-3-nitrile OC1(CC(=C(O1)C1=CC=C(C=C1)F)C#N)C(F)(F)F